The molecule is a pyridine ring substituted with methyl groups at positions 2 and 4, a hydroxyl at position 3, and a hydroxymethyl group at position 5. It has a role as a metabolite. It is a hydroxymethylpyridine, a member of methylpyridines and a monohydroxypyridine. CC1=C(C(=NC=C1CO)C)O